C(C)(C)NC(O[C@H]1C[C@H](CC1)C1=CC(=NN1)NC(COC1=C(C(=CC=C1)C=1SC=CN1)C=O)=O)=O (1R,3S)-3-(3-(2-(2-formyl-3-(thiazol-2-yl)phenoxy) acetamido)-1H-pyrazol-5-yl)cyclopentyl isopropylcarbamate